Krypton Chloride [Kr]Cl